C(C)(C)(C)OC(=O)N1CCN(CC1)C1=NC=C(C=N1)C(C)(C1=CC=C(C=C1)F)N[S@@](=O)C(C)(C)C 4-{5-[1-{[(S)-tert-butylsulfinyl]amino}-1-(4-fluorophenyl)ethyl]pyrimidin-2-yl}piperazine-1-carboxylic acid tert-butyl ester